5-[3-(1H-imidazol-5-yl)-6-{[2-(oxolan-2-yl)ethoxy]methyl}imidazo[1,2-a]pyrimidin-2-yl]-3-(trifluoromethyl)-1H-1,2,4-triazole N1C=NC=C1C1=C(N=C2N1C=C(C=N2)COCCC2OCCC2)C2=NC(=NN2)C(F)(F)F